FC(C1=CC=C2C(=CC=NC2=C1)O[C@@H]1CN(CC1)CC(=O)N1[C@@H](CCC1)C#N)(F)F (S)-1-(2-((S)-3-((7-(trifluoromethyl)quinolin-4-yl)oxy)pyrrolidin-1-yl)acetyl)pyrrolidine-2-carbonitrile